Cl.Cl.COC=1C=C(C=CC1OC)C1=NC2=C(N1CC)C=C(C=C2)C2CCNCC2 2-(3,4-Dimethoxyphenyl)-1-ethyl-6-(piperidin-4-yl)-1H-benzo[d]imidazole dihydrochloride